N-(4,5-bis-methylsulfonyl-2-methylbenzoyl)guanidine hydrochloride Cl.CS(=O)(=O)C1=CC(=C(C(=O)NC(=N)N)C=C1S(=O)(=O)C)C